C(C)(C)(C)OC(N[C@@H]1C(N(C2=C(OC1)C=CC(=C2)C(=O)N2CCC(CC2)C(C)(C)O)C)=O)=O (S)-(7-(4-(2-hydroxypropan-2-yl)piperidine-1-carbonyl)-5-methyl-4-oxo-2,3,4,5-tetrahydrobenzo[b][1,4]oxazepin-3-yl)carbamic acid tert-butyl ester